methyl 2-[4-(tert-butoxycarbonylamino) phenyl]-6,7-dihydro-5H-cyclopenta[b]pyridine-3-carboxylate C(C)(C)(C)OC(=O)NC1=CC=C(C=C1)C1=C(C=C2C(=N1)CCC2)C(=O)OC